ClC=1C=C(C=C(C1)F)C(CC(=O)O)CC(=O)O 3-(3-chloro-5-fluorophenyl)pentanedioic acid